4-(4,4,5,5-tetramethyl-1,3,2-dioxaborolan-2-yl)aniline (methylazanediyl)bis(butane-4,1-diyl) bis(3-(ditetradecylamino)propanoate) C(CCCCCCCCCCCCC)N(CCC(=O)OCCCCN(CCCCOC(CCN(CCCCCCCCCCCCCC)CCCCCCCCCCCCCC)=O)C)CCCCCCCCCCCCCC.CC1(OB(OC1(C)C)C1=CC=C(N)C=C1)C